cyclopropyl-2-[6-[3-(trifluoromethyl)phenyl]pyrazolo[4,3-b]pyridin-1-yl]ethanone C1(CC1)C(CN1N=CC2=NC=C(C=C21)C2=CC(=CC=C2)C(F)(F)F)=O